N-((1,2,3,5,6,7-hexahydro-s-indacen-4-yl)carbamoyl)cyclohexanesulfonamide C1CCC2=C(C=3CCCC3C=C12)NC(=O)NS(=O)(=O)C1CCCCC1